(E)-1'-(furan-2-carbonyl)-6-(3-oxo-3-(4-(thiazol-2-ylmethyl)-5,6-dihydropyridin-1(2H)-yl)prop-1-en-1-yl)-1H-spiro[[1,8]naphthyridine-3,4'-piperidin]-2(4H)-one O1C(=CC=C1)C(=O)N1CCC2(CC1)C(NC1=NC=C(C=C1C2)\C=C\C(N2CC=C(CC2)CC=2SC=CN2)=O)=O